methyl (2R,3R)-2-{3-[amino(imino)methyl]benzyl}-3-{[4-(1-oxidopyridin-4-yl)benzoyl]amino}butanoate NC(C=1C=C(C[C@@H](C(=O)OC)[C@@H](C)NC(C2=CC=C(C=C2)C2=CC=[N+](C=C2)[O-])=O)C=CC1)=N